C(CCC)/C(=C/C(=O)O)/CCCCCC (Z)-3-butylnon-2-enoic acid